NC=1C2=C(N=CN1)N(C1=C2N=C(C=C1)C)CC(=O)N1[C@@H]2C[C@@]2(C[C@H]1C(=O)NC1=NC(=CC=C1)Br)C (1R,3S,5R)-2-(2-(4-amino-6-methyl-9H-pyrido[2',3':4,5]pyrrolo[2,3-d]pyrimidin-9-yl)acetyl)-N-(6-bromopyridin-2-yl)-5-methyl-2-azabicyclo[3.1.0]hexane-3-carboxamide